[Na+].[Fe+3].C(CN(CC(=O)[O-])CC(=O)[O-])N(CC(=O)[O-])CC(=O)[O-] ethylenediaminetetraacetic acid iron (III) sodium salt